1-(4-(((tert-butyldimethylsilyl)oxy)methyl)piperidin-1-yl)-6-p-toluenesulfonyl-1,6-dihydroimidazo[4,5-d]pyrrolo[2,3-b]pyridin-2-amine [Si](C)(C)(C(C)(C)C)OCC1CCN(CC1)N1C(=NC=2C1=C1C(=NC2)N(C=C1)S(=O)(=O)C1=CC=C(C)C=C1)N